ClC=1C=C(C=CC1)N1CCN(CC1)CC[C@@H]1N(C(C2(C1)CCN(CC2)C(C(C)(C)C)=O)=O)C (R)-3-(2-(4-(3-chlorophenyl)piperazin-1-yl)ethyl)-2-methyl-8-pivaloyl-2,8-diazaspiro[4.5]Decan-1-one